C(C)(=O)SCC(=O)ON1C(CCC1=O)=O succinimidyl (acetylthio)acetate